bis(2,4-difluorophenyl) carbonate C(OC1=C(C=C(C=C1)F)F)(OC1=C(C=C(C=C1)F)F)=O